methyl 5-(((6S,9S)-6,9-diisopropyl-2,2-dimethyl-4,7,10-trioxo-3-oxa-5,8,11-triazatridecan-13-yl)carbamoyl)-4-methyl-2-(2-(4-(trifluoromethyl)phenyl)butanamido)thiophene-3-carboxylate C(C)(C)[C@H](NC(OC(C)(C)C)=O)C(N[C@H](C(NCCNC(=O)C1=C(C(=C(S1)NC(C(CC)C1=CC=C(C=C1)C(F)(F)F)=O)C(=O)OC)C)=O)C(C)C)=O